1,1-dimethyl-phosphinanium chloride [Cl-].C[P+]1(CCCCC1)C